C1(=C(C=CC=C1)OCC(=O)C1=CC=C(C=C1)C1=NOC(=N1)C(F)(F)F)C 2-(o-tolyloxy)-1-(4-(5-(trifluoromethyl)-1,2,4-oxadiazol-3-yl)phenyl)ethan-1-one